[N+](=O)([O-])C=1C=C2NC=C(C[C@H](N)C(=O)O)C2=CC1 6-nitrotryptophan